tert-butyl (4-((4-(4-(2,6-dioxopiperidin-3-yl)-2-fluorophenyl)piperazin-1-yl)methyl)-4-fluoropiperidin-1-yl)carbamate O=C1NC(CCC1C1=CC(=C(C=C1)N1CCN(CC1)CC1(CCN(CC1)NC(OC(C)(C)C)=O)F)F)=O